C(C)C1=CC=CC(=N1)C1=NNC=C1C=1N=C2C=C(C=NC2=CC1)N1CCC(CC1)N(C)C 1-[6-[3-(6-ethyl-2-pyridyl)-1H-pyrazol-4-yl]-1,5-naphthyridin-3-yl]-N,N-dimethyl-piperidin-4-amine